(S)-2-chloro-4-(3-methyl-8-(4-(7-oxo-2-azaspiro[3.5]nonane-2-carbonyl)phenyl)-2,8-diazaspiro[4.5]decan-2-yl)benzonitrile ClC1=C(C#N)C=CC(=C1)N1CC2(C[C@@H]1C)CCN(CC2)C2=CC=C(C=C2)C(=O)N2CC1(C2)CCC(CC1)=O